(S)-tert-butyl 2-(6-(3-methyl-1H-pyrrolo[2,3-b]pyridin-5-yl)-2-((S)-3,3,3-Trifluoro-2-methoxy-2-methylpropionyl)-1,2,3,4-tetrahydroisoquinolin-8-yl)pyrrolidine-1-carboxylate CC1=CNC2=NC=C(C=C21)C=2C=C1CCN(CC1=C(C2)[C@H]2N(CCC2)C(=O)OC(C)(C)C)C([C@](C(F)(F)F)(C)OC)=O